C(C)(C)(C)OC([C@@H](NC([C@@H](NC(CNC(=O)OC(C)(C)C)=O)CC1=CC=CC=C1)=O)CCCCNC(COCC(=O)ON1C(CCC1=O)=O)=O)=O N2-(tert-butoxycarbonyl)glycyl-L-phenylalanyl-N6-(2-(2-((2,5-dioxopyrrolidin-1-yl)oxy)-2-oxoethoxy)acetyl)-L-lysine tert-butyl ester